7-chloro-5-methyl-11-phenyl-5H-dibenzo[b,e][1,4]diazepine ClC1=CC2=C(N=C(C3=C(N2C)C=CC=C3)C3=CC=CC=C3)C=C1